[K].[Mn] Manganese-Potassium